2,3,7,8-tetramethoxy-thianthrene COC1=CC=2SC3=CC(=C(C=C3SC2C=C1OC)OC)OC